CN(S(=O)(=O)C1=CC=C(C=C1)C1=CC=C(C=C1)C=1N=NNC1C(=O)O)C 4-(4'-(N,N-dimethylsulfamoyl)-[1,1'-biphenyl]-4-yl)-1H-1,2,3-triazole-5-carboxylic acid